bis(decyl)neopentyl glycol bisphosphite P(O)(O)OC(C(C)(C(OP(O)O)CCCCCCCCCC)C)CCCCCCCCCC